C(=O)(O)C(CC(=O)[O-])(C(C)C)O 3-carboxy-3-hydroxy-4-methylpentanoate